(5R,6R)-5-hydroxy-6-((R)-5H-imidazo[5,1-a]isoindol-5-yl)-N-methyl-5,6,7,8-tetrahydronaphthalene-2-carboxamide O[C@H]1C=2C=CC(=CC2CC[C@@H]1[C@H]1N2C(C3=CC=CC=C13)=CN=C2)C(=O)NC